C(C1=CC=CC=C1)OC(=O)N1CCN(CC1)C1CCN(CC1)C1CN(C1)C(=O)OC(C)(C)C.C(C)[Si](F)(CC)CC triethylfluorosilane Benzyl-4-(1-(1-(tert-butoxycarbonyl)azetidin-3-yl)piperidin-4-yl)piperazine-1-carboxylate